C(C1=CC=CC=C1)OC1=NC(=CC=C1C1=C(C=C(C=C1F)C=1CCN(CC1)C1CN(C1)C(=O)OC(C)(C)C)F)OCC1=CC=CC=C1 tert-butyl 3-(4-(4-(2,6-bis(benzyloxy)pyridin-3-yl)-3,5-difluorophenyl)-3,6-dihydropyridin-1(2H)-yl)azetidine-1-carboxylate